C1(=CC=CC=C1)COCC(CCC1=C(C(=NC=C1)C(C)C)N)(F)F 4-(4-(phenylmethyloxy)-3,3-difluorobutyl)-2-isopropylpyridin-3-amine